N1=CC=NC2=C(C=CC=C12)C1CCN(CC1)C(=O)OC(C)(C)C tert-butyl 4-(quinoxalin-5-yl)piperidine-1-carboxylate